2-ethyl-N-(4-(piperidin-1-yl)-3-(trifluoromethyl)phenyl)isoindolin-5-amine C(C)N1CC2=CC=C(C=C2C1)NC1=CC(=C(C=C1)N1CCCCC1)C(F)(F)F